3-methyl-2-(4-morpholinostyryl)benzo[d]thiazol-3-ium iodide [I-].C[N+]1=C(SC2=C1C=CC=C2)C=CC2=CC=C(C=C2)N2CCOCC2